C1(=CC=CC=C1)P([C-]1C=CC=C1)C1=CC=CC=C1.C1(=CC=CC=C1)P([C-]1C=CC=C1)C1=CC=CC=C1.[Fe+2] iron bis[1-(diphenylphosphino)-2,4-cyclopentadien-1-ide]